2-((3,5-dichloro-4-ethyl-6-(4-(2-hydroxyethyl)-1,4-diazepan-1-yl)pyridin-2-yl)thio)-2-phenylacetamide ClC=1C(=NC(=C(C1CC)Cl)N1CCN(CCC1)CCO)SC(C(=O)N)C1=CC=CC=C1